Diethyl-(α-phenylethyl)amin C(C)N(C(C)C1=CC=CC=C1)CC